(2E)-6-(4-chlorophenyl)-N-(3,5-difluorophenyl)sulfonyl-5-phenyl-4,5-dihydro-3H-pyridazine-2-carboximidoyl chloride ClC1=CC=C(C=C1)C=1C(CCN(N1)C(=NS(=O)(=O)C1=CC(=CC(=C1)F)F)Cl)C1=CC=CC=C1